2-[3-[(4-fluorophenyl)sulfonyl-methylamino]-1,2,3,4-tetrahydrocarbazol-9-yl]acetic acid FC1=CC=C(C=C1)S(=O)(=O)N(C1CCC=2N(C3=CC=CC=C3C2C1)CC(=O)O)C